2-methyl-3H-pyrido[3,4-d]pyridazine-1,4-dione CN1NC(C2=C(C1=O)C=CN=C2)=O